FC(C1=CC(=NO1)C(=O)NC(C(=O)O)C)(F)F 2-(5-(trifluoromethyl)isoxazole-3-carboxamido)propionic acid